beta-alanyl-D-glutamic acid di-tert-butyl ester C(C)(C)(C)OC([C@H](NC(CCN)=O)CCC(=O)OC(C)(C)C)=O